SCCC1=CC=NC=C1 L-4-mercaptoethylpyridine